2'-Chloro-3'-fluoro-5'-methoxy-6-methyl-N-(5-{methyl-[trans-4-(cyclopropylmethoxy)cyclohexyl]carbamoyl}-1,3,4-thiadiazol-2-yl)-[4,4'-bipyridine]-3-carboxamide ClC1=NC=C(C(=C1F)C1=C(C=NC(=C1)C)C(=O)NC=1SC(=NN1)C(N([C@@H]1CC[C@H](CC1)OCC1CC1)C)=O)OC